[C@H]12N(C[C@H](NC1)C2)C2C=1C(NCC2)=C(N(N1)C1=CC=C(C=C1)OC1=CC=CC=C1)C(=O)N 7-[(1R,4R)-2,5-diazabicyclo[2.2.1]heptan-2-yl]-2-(4-phenoxyphenyl)-4,5,6,7-tetrahydro-2H-pyrazolo[4,3-b]pyridine-3-carboxamide